O=C1NC(CCC1N1C(C2=CC=CC(=C2C1=O)N[C@@H](C)C(=O)O)=O)=O (2-(2,6-dioxopiperidin-3-yl)-1,3-dioxoisoindolin-4-yl)-L-alanine